2,6-difluorooctane FC(C)CCCC(CC)F